diethyl-methyl-methoxyethylammonium C(C)[N+](CCOC)(C)CC